OC1=C(C(=CC(=C1)C)C)N1N=C2N=C(NC(C2=C1)=O)CC1OCCCC1 2-(2-hydroxy-4,6-dimethylphenyl)-6-[(oxan-2-yl)methyl]-2,5-dihydro-4H-pyrazolo[3,4-d]pyrimidin-4-one